(S)-quinuclidin-3-yl((R)-5-(3-chloro-4-isopropoxyphenyl)-2,2-dimethyl-2,3-dihydro-1H-inden-1-yl)carbamate N12C[C@H](C(CC1)CC2)OC(N[C@@H]2C(CC1=CC(=CC=C21)C2=CC(=C(C=C2)OC(C)C)Cl)(C)C)=O